1-(2-cyclopropyl-4-nitrophenyl)-N,N-dimethylmethanamine C1(CC1)C1=C(C=CC(=C1)[N+](=O)[O-])CN(C)C